COC1=CC=C(C=N1)C1CN(CCC1=O)C(=O)OC(C)(C)C tert-butyl 3-(6-methoxypyridin-3-yl)-4-oxopiperidine-1-carboxylate